5-carbamoyl-1-methyl-indazol C(N)(=O)C=1C=C2C=NN(C2=CC1)C